(S)-2-(1-(4-(benzyloxy)phenyl)ethyl)isoindoline C(C1=CC=CC=C1)OC1=CC=C(C=C1)[C@H](C)N1CC2=CC=CC=C2C1